(S)-3-amino-N-(3-(4-amino-4-methylpiperidin-1-yl)pyridin-2-yl)-6-(6-((1-hydroxypropan-2-yl)amino)-3-(trifluoromethyl)pyridin-2-yl)pyrazine-2-carboxamide NC=1C(=NC(=CN1)C1=NC(=CC=C1C(F)(F)F)N[C@H](CO)C)C(=O)NC1=NC=CC=C1N1CCC(CC1)(C)N